1-(tert-butyl) 3-methyl (5R)-3-((6-amino-4-(trifluoromethyl)pyridazin-3-yl)methyl)-2-oxo-5-(trifluoromethyl)piperidine-1,3-dicarboxylate NC1=CC(=C(N=N1)CC1(C(N(C[C@@H](C1)C(F)(F)F)C(=O)OC(C)(C)C)=O)C(=O)OC)C(F)(F)F